4-(trifluoromethyl)-6-(1-(((1S,3S)-3-(4-(5-(trifluoromethyl)pyrimidin-2-yl)piperazine-1-carbonyl)cyclobutyl)amino)ethyl)pyridazin-3(2H)-one FC(C=1C(NN=C(C1)C(C)NC1CC(C1)C(=O)N1CCN(CC1)C1=NC=C(C=N1)C(F)(F)F)=O)(F)F